3-bromo-5-(chloromethyl)pyridine hydrochloride Cl.BrC=1C=NC=C(C1)CCl